6-(4-(4'-amino-[1,1'-biphenyl]-4-yl)-1H-1,2,3-triazol-1-yl)-2-oxo-2H-chromene NC1=CC=C(C=C1)C1=CC=C(C=C1)C=1N=NN(C1)C=1C=C2C=CC(OC2=CC1)=O